ClC1=C2C=NN(C2=CC=C1NC1=CC(=NN1C1=CC(=C(OCC(=O)OC(C)(C)C)C=C1)OC)C(F)(F)F)C1OCCCC1 tert-butyl 2-(4-(5-((4-chloro-1-(tetrahydro-2H-pyran-2-yl)-1H-indazol-5-yl)amino)-3-(trifluoromethyl)-1H-pyrazol-1-yl)-2-methoxyphenoxy)acetate